OCC1NC(NC1C#CC)=O 4-(hydroxymethyl)-5-(prop-1-yn-1-yl)imidazolidin-2-one